phenyl (2-fluoro-3-(trifluoromethoxy) phenyl)carbamate FC1=C(C=CC=C1OC(F)(F)F)NC(OC1=CC=CC=C1)=O